4-(4-chlorophenyl)-2,3,9-trimethyl-6H-thieno[3,2-f][1,2,4]triazolo[4,3-a][1,4]diazepin-6-yl-acetic acid ClC1=CC=C(C=C1)C1=NC(C=2N(C3=C1C(=C(S3)C)C)C(=NN2)C)CC(=O)O